C(C)C1CS(C2=C(N(C1)C1=CC=CC=C1)C=C(C(=C2)OC=C(C(=O)O)F)SC)(=O)=O 3-((3-ethyl-7-(methylthio)-1,1-dioxido-5-phenyl-2,3,4,5-tetrahydro-1,5-benzothiazepin-8-yl)oxy)-2-fluoroacrylic acid